N1(CCOCC1)C=1C2=C(N=CN1)N(C(=C2)C2=CC=C(C=C2)NS(=O)(=O)C=2C=C(C(=O)OC)C=CC2)COCC[Si](C)(C)C methyl 3-({4-[4-(morpholin-4-yl)-7-{[2-(trimethylsilyl)ethoxy]methyl}-7H-pyrrolo[2,3-d]pyrimidin-6-yl]phenyl}sulfamoyl)benzoate